C(C(C)C)C=1C=C(C=C(C1)OC)OC 5-isobutyl-1,3-dimethoxybenzene